FC1=CC=C2C(=NNC(C2=C1)=O)CC=1C=NC=C(C1)N1C(C(C2=CC=CC=C12)(C)O)=O (-)-7-Fluoro-4-((5-(3-hydroxy-3-methyl-2-oxoindolin-1-yl)pyridin-3-yl)methyl)phthalazin-1(2H)-one